tert-butyl N-[(1S,2S)-2-aminocyclohexyl]carbamate N[C@@H]1[C@H](CCCC1)NC(OC(C)(C)C)=O